C(C1=CC=CC=C1)N(C1CC2(CN(C2)C(=O)OC(C)(C)C)C1)S(NC(=O)OC(C)(C)C)(=O)=O tert-butyl 6-(benzyl(N-(tert-butoxycarbonyl)sulfamoyl)amino)-2-azaspiro[3.3]heptane-2-carboxylate